(1S)-1-[4-(4-chloro-2,3,7,10-tetrazatricyclo[7.4.0.02,6]trideca-1(9),3,5,7-tetraen-10-yl)-3-fluoro-phenyl]-2,2,2-trifluoro-N-methyl-ethanamine ClC1=NN2C=3CCCN(C3C=NC2=C1)C1=C(C=C(C=C1)[C@@H](C(F)(F)F)NC)F